(S)-N-(5-methyl-4-oxo-2,3,4,5-tetrahydrobenzo[b][1,4]oxazepin-3-yl)-3-(p-tolyl)-1H-indole-5-carboxamide CN1C2=C(OC[C@@H](C1=O)NC(=O)C=1C=C3C(=CNC3=CC1)C1=CC=C(C=C1)C)C=CC=C2